C(C)[Al](I)I Ethyl-Aluminum Diiodide